C(C=C)N(C1=NC(=NC(=N1)N(CC=C)CC=C)N(CC=C)CC=C)CC=C 2,4,6-tris(diallylamino)-1,3,5-triazine